N1=C(N=CC2=C1CNC2)[C@H]2C[C@H](C2)C2=NN1C(=NC=3C(=CC=CC3C1=N2)OC)N 2-[(cis)-3-(6,7-dihydro-5H-pyrrolo[3,4-d]pyrimidin-2-yl)cyclobutyl]-7-methoxy[1,2,4]triazolo[1,5-c]quinazolin-5-amine